C(C)(C)C1NCC2=CC=CC=C12 1-isopropylisoindoline